(1-methylpiperidine-4-yl)-4-acetylpiperazine CN1CCC(CC1)N1CCN(CC1)C(C)=O